FC(C=1C=C(C=NC1)N)(F)F [5-(trifluoromethyl)-3-pyridinyl]amine